FC1(CC1)F (R)-2,2-difluorocyclopropane